tert-butyl (2S)-1-[(2S,3S)-2-[[(2S)-2-[9H-fluoren-9-ylmethoxycarbonyl(methyl)amino]pentanoyl]amino]-3-methyl-pentanoyl]pyrrolidine-2-carboxylate C1=CC=CC=2C3=CC=CC=C3C(C12)COC(=O)N([C@H](C(=O)N[C@H](C(=O)N1[C@@H](CCC1)C(=O)OC(C)(C)C)[C@H](CC)C)CCC)C